bis[4-(tert-butyl)phenyl]iodonium tetrakis(pentafluorophenyl)gallate FC1=C(C(=C(C(=C1OC=1C(=C(C(=C(C(=O)[O-])C1)C1=C(C(=C(C(=C1F)F)F)F)F)OC1=C(C(=C(C(=C1F)F)F)F)F)OC1=C(C(=C(C(=C1F)F)F)F)F)F)F)F)F.C(C)(C)(C)C1=CC=C(C=C1)[I+]C1=CC=C(C=C1)C(C)(C)C